ClC1=C(C=CC=C1)N1[C@H](COC2=C(C1)C=CC(=C2)C(=O)OC)C Methyl (S)-4-(2-chlorophenyl)-3-methyl-2,3,4,5-tetrahydrobenzo[f][1,4]oxazepine-8-carboxylate